ClC1=C(C(=CC=C1)Cl)N1N=C(C(=C1)NC1=CC=C(C=C1)C1=NNC(=N1)C(F)(F)F)C(=O)N 1-(2,6-dichlorophenyl)-4-((4-(5-(trifluoromethyl)-1H-1,2,4-triazol-3-yl)phenyl)amino)-1H-pyrazole-3-carboxamide